3-(1-(2-bromophenyl)cyclopentyl)-1-tosyl-1H-pyrrole BrC1=C(C=CC=C1)C1(CCCC1)C1=CN(C=C1)S(=O)(=O)C1=CC=C(C)C=C1